dimethoxydichlorosilane CO[Si](Cl)(Cl)OC